FC=1C=CC2=C(CCO2)C1CNC1=NC=C(C=2N1C=NC2S(=O)(=O)C)C=2C=NN(C2)C N-((5-fluoro-2,3-dihydrobenzofuran-4-yl)methyl)-8-(1-methyl-1H-pyrazol-4-yl)-1-(methylsulfonyl)imidazo[1,5-c]pyrimidin-5-amine